ClC=1C=C(C=CC1F)NC1=NC=NC2=CC(=C(C=C12)NC(\C=C\CN1CCN(CC1)CC1=CC=C(C=C1)NC1C(NC(CC1)=O)=O)=O)OC (E)-N-(4-((3-chloro-4-fluorophenyl)amino)-7-methoxyquinazolin-6-yl)-4-(4-(4-((2,6-dioxopiperidin-3-yl)amino)benzyl)piperazin-1-yl)but-2-enamide